3-((4-(2-nitro-4-(trifluoromethyl)phenyl)piperazin-1-yl)methyl)piperidine [N+](=O)([O-])C1=C(C=CC(=C1)C(F)(F)F)N1CCN(CC1)CC1CNCCC1